N-(2-chloro-5-(3,3-dimethyl-1-(4-methyl-4H-1,2,4-triazol-3-yl)cyclobutyl)phenyl)-5-((neopentylamino)methyl)-2-oxo-1-(2,2,2-trifluoroethyl)-1,2-dihydropyridine-3-carboxamide ClC1=C(C=C(C=C1)C1(CC(C1)(C)C)C1=NN=CN1C)NC(=O)C=1C(N(C=C(C1)CNCC(C)(C)C)CC(F)(F)F)=O